tartronic acid C(C(O)C(=O)O)(=O)O